3,3'-diselenodipropionic acid diethyl ester C(C)OC(CC[Se][Se]CCC(=O)OCC)=O